ClCC(=O)NC=1SC=C(N1)C 2-chloro-N-(4-methylthiazol-2-yl)acetamide